5-(3-(1-methyl-1H-pyrazol-4-yl)phenyl)-1H-pyrazol CN1N=CC(=C1)C=1C=C(C=CC1)C1=CC=NN1